(1-((5-(hydroxymethyl)thiophen-2-yl)sulfonyl)-5-phenylpiperidin-3-yl)(morpholino)methanone i-propyl-silicate C(C)(C)O[Si](O)(O)O.OCC1=CC=C(S1)S(=O)(=O)N1CC(CC(C1)C1=CC=CC=C1)C(=O)N1CCOCC1